COC1=C(C=C2C(=N1)CCC2)C(=O)NC(CC2=CC=CC=C2)(C)C 2-methoxy-N-(2-methyl-1-phenylpropan-2-yl)-6,7-dihydro-5H-cyclopenta[b]pyridine-3-carboxamide